2-ethyl-2,5-dimethyl-hexanoic acid C(C)C(C(=O)O)(CCC(C)C)C